methyl 2-amino-5-methoxybenzoate NC1=C(C(=O)OC)C=C(C=C1)OC